C(=O)O.C(=O)O.CN1CC(C1)C=O (1-methylazetidin-3-yl)methanone diformate